(2R,4S)-N-((S)-1-(((6-Amino-2-methylpyridin-3-yl)methyl)amino)-1-oxopropan-2-yl)-4-(4-cyanobenzyl)pyrrolidine-2-carboxamide Di-trifluoroacetate salt FC(C(=O)O)(F)F.FC(C(=O)O)(F)F.NC1=CC=C(C(=N1)C)CNC([C@H](C)NC(=O)[C@@H]1NC[C@H](C1)CC1=CC=C(C=C1)C#N)=O